(E)-N'-(6-chloro-2-cyanopyridin-3-yl)-N,N-dimethylformimidamide ClC1=CC=C(C(=N1)C#N)/N=C/N(C)C